(5RS)-5-[(3,3-Difluoropyrrolidin-1-yl)carbonyl]-2-[(1-methyl-1H-pyrazol-3-yl)methyl]-5,6,7,8-tetrahydro[1,2,4]triazolo[4,3-a]pyridin-3(2H)-one FC1(CN(CC1)C(=O)[C@H]1CCCC=2N1C(N(N2)CC2=NN(C=C2)C)=O)F |r|